C1=CC=CC=2OC3=CC=CC=C3N(C12)C=1C=CC=2C(C(C3=CC=C(C=C3C2C1)N1C2=CC=CC=C2OC=2C=CC=CC12)=O)=O 3,6-bis(10H-phenoxazin-10-yl)phenanthrene-9,10-dione